methyl 4-cyano-5-[[5-cyano-2,6-bis[(3-methoxypropyl) amino]-4-methyl-3-pyridinyl] azo]-3-methyl-2-thiophenecarboxylate C(#N)C=1C(=C(SC1N=NC=1C(=NC(=C(C1C)C#N)NCCCOC)NCCCOC)C(=O)OC)C